O[C@@]1([C@@H](COC1)NC(OC(C)(C)C)=O)C cis-tert-Butyl N-[4-hydroxy-4-methyl-tetrahydrofuran-3-yl]carbamate